C(C(=C)C)(=O)OCCOC(CC(=O)C)=O acetoacetoxyethyl methacrylate